ClC=1C=CC2=C(C3C(O2)OC(=C3SCCCC[N+](=O)[O-])C3=CC=CC=C3)C1 5-chloro-3-((4-nitrobutyl)thio)-2-phenyl-3a,8a-dihydrofuro[2,3-b]benzofuran